2-heptyl-1,3-butadiene C(CCCCCC)C(=C)C=C